4-methoxyformylphenyl-pinacol COC(=O)C1=CC=C(C=C1)CC(O)(C)C(C)(C)O